9,10-dichloromethyl-anthracene ClCC=1C2=CC=CC=C2C(=C2C=CC=CC12)CCl